C(C=CC1=CC=CC=C1)(=O)O.C(C=CC1=CC=CC=C1)(=O)OCC ethyl cinnamate (cinnamate)